phenylselenoquinoline C1(=CC=CC=C1)[Se]C1=NC2=CC=CC=C2C=C1